COC=1C=C2C(=CNC2=CC1)CCN(C)C 2-(5-methoxyindol-3-yl)-N,N-dimethylethan-1-amine